(R)-2-amino-5-(2-fluoro-4-((2-methylpyrrolidin-1-yl)methyl)phenyl)nicotinic acid NC1=C(C(=O)O)C=C(C=N1)C1=C(C=C(C=C1)CN1[C@@H](CCC1)C)F